2-butenoic acid 2,5-dioxopyrrolidin-1-yl ester O=C1N(C(CC1)=O)OC(C=CC)=O